(1S,2R,4R)-2-(3-boronopropyl)-7-azabicyclo[2.2.1]heptane-1-carboxylic Acid B(O)(O)CCC[C@H]1[C@@]2(CC[C@H](C1)N2)C(=O)O